9,9'-(5-(4,6-diphenyl-1,3,5-triazin-2-yl)-1,3-phenylene)bis(3-(dibenzo[b,d]furan-3-yl)-9H-carbazole) C1(=CC=CC=C1)C1=NC(=NC(=N1)C1=CC=CC=C1)C=1C=C(C=C(C1)N1C2=CC=CC=C2C=2C=C(C=CC12)C=1C=CC2=C(OC3=C2C=CC=C3)C1)N1C3=CC=CC=C3C=3C=C(C=CC13)C=1C=CC3=C(OC2=C3C=CC=C2)C1